methyl (2S)-5-{2-amino-5-[4-(4-{3-cyano-9-ethyl-6,6-dimethyl-11-oxo-5H,6H,11H-benzo[b]carbazol-8-yl}piperazin-1-yl)-4-oxobutyl]pyridin-3-yl}-2-{[(tert-butoxy)carbonyl]amino}pentanoate NC1=NC=C(C=C1CCC[C@@H](C(=O)OC)NC(=O)OC(C)(C)C)CCCC(=O)N1CCN(CC1)C=1C(=CC2=C(C(C=3NC4=CC(=CC=C4C3C2=O)C#N)(C)C)C1)CC